(6S,7S)-6-fluoro-7-(2-fluoro-5-(((R)-tetrahydrofuran-3-yl)oxy)phenyl)-3-(tetrahydro-2H-pyran-4-yl)-5,6,7,8-tetrahydropyrido[2,3-d]pyrimidine-2,4(1H,3H)-dione F[C@H]1CC2=C(NC(N(C2=O)C2CCOCC2)=O)N[C@H]1C1=C(C=CC(=C1)O[C@H]1COCC1)F